3-(2-chloro-6-methyl-phenyl)-7-[(2,4-dimethoxyphenyl)methylamino]-1-(1-methyl-4-piperidyl)-4H-pyrido[4,3-d]pyrimidin-2-one ClC1=C(C(=CC=C1)C)N1C(N(C2=C(C1)C=NC(=C2)NCC2=C(C=C(C=C2)OC)OC)C2CCN(CC2)C)=O